OCCN(CCO)C1CCCCC1 N,N-bis-(2-hydroxyethyl)-cyclohexylamine